4-(4-(4-(2H-1,2,3-Triazol-2-yl)phenyl)-2-oxopyridin-1(2H)-yl)-2-methyl-2-(methylsulfonyl)-N-((tetrahydro-2H-pyran-2-yl)oxy)butanamide N=1N(N=CC1)C1=CC=C(C=C1)C1=CC(N(C=C1)CCC(C(=O)NOC1OCCCC1)(S(=O)(=O)C)C)=O